1-(4-(4-chloro-3-cyanophenyl)-5-(isopropylthio)thiazol-2-yl)-4-(3-fluorophenyl)-3-methyl-1H-pyrazole-5-carboxylic acid ClC1=C(C=C(C=C1)C=1N=C(SC1SC(C)C)N1N=C(C(=C1C(=O)O)C1=CC(=CC=C1)F)C)C#N